C(C)(C)(C)OC(=O)NC1CN(CC12C(CCO2)C)C(=O)OCC2=CC=CC=C2 benzyl 9-[[(tert-butoxy) carbonyl] amino]-4-methyl-1-oxa-7-azaspiro[4.4]nonane-7-carboxylate